tert-butyl 2-((2-chloro-3-(4,4,5,5-tetramethyl-1,3,2-dioxaborolan-2-yl)phenyl)carbamoyl)-1-methyl-d3-1,4,6,7-tetrahydro-5H-imidazo[4,5-c]pyridine-5-carboxylate ClC1=C(C=CC=C1B1OC(C(O1)(C)C)(C)C)NC(=O)C=1N(C2=C(CN(CC2)C(=O)OC(C)(C)C)N1)C([2H])([2H])[2H]